4-amino-2-oxabicyclo[2.2.2]octane-1-carboxylic acid methyl ester hydrochloride Cl.COC(=O)C12OCC(CC1)(CC2)N